NC=1C=CC(=NC1)OCCCOC1=NC=C(C=C1)N 1,3-bis((5-aminopyridin-2-yl)oxy)propane